(R)-9-(6-((4-amino-5-methoxypentyl)oxy)-2,3-dichlorobenzyl)-9H-purin-6-amin N[C@H](CCCOC1=CC=C(C(=C1CN1C2=NC=NC(=C2N=C1)N)Cl)Cl)COC